4-morpholinyl-2-(1-(2-tetrahydropyranyl)-4-indazolyl)thieno[3,2-d]pyrimidine-6-carbaldehyde N1(CCOCC1)C=1C2=C(N=C(N1)C1=C3C=NN(C3=CC=C1)C1OCCCC1)C=C(S2)C=O